3,4-diamino-1,2-difluorobenzene NC=1C(=C(C=CC1N)F)F